(Z)-heptadec-8-en-yl-4,5-dihydrooxazole-4-carboxylate C(CCCCCC\C=C/CCCCCCCC)OC(=O)C1N=COC1